FC1=C(OC2C[C@@H]3[C@@H](CN(C3)CC(O)C3=CC=C(C=C3)O)C2)C(=CC=C1)F rac-4-(2-((3aR,5s,6aS)-5-(2,6-difluorophenoxy)hexahydrocyclopenta[c]pyrrol-2(1H)-yl)-1-hydroxyethyl)phenol